11-chloro-2-fluoro-3-iodo-6-methyl-6,11-dihydrodibenzo[c,f][1,2]thiazepine 5,5-dioxide ClC1C2=C(N(S(C3=C1C=C(C(=C3)I)F)(=O)=O)C)C=CC=C2